COC1=CC(=CC=2CCOC21)C2=NOC(C2)C2=CC(=CC=C2)F 3-(7-methoxy-2,3-dihydrobenzofuran-5-yl)-5-(3-fluorophenyl)isoxazoline